6-((4-chlorophenyl)amino)pyrido[4,3-e]pyrrolo[1,2-a]pyrazine-7-carboxylic acid ClC1=CC=C(C=C1)NC=1C=2N(C3=C(N1)C=CN=C3)C=CC2C(=O)O